BrC=1C(=NC=C(C1N)[N+](=O)[O-])OC([2H])([2H])[2H] 3-bromo-2-(methoxy-d3)-5-nitropyridin-4-amine